C(CCCCCCC\C=C/C\C=C\C)=O (Z,E)-9,12-Tetradecadienal